ClC=1C(=CC(=C(C1)NC1=NC=NC2=CC(=C(C=C12)OC1CCN(CC1)C(C=C)=O)OC)C(C)(C)O)OC1=CC(=CC=C1)F 1-(4-((4-((5-chloro-4-(3-fluorophenoxy)-2-(2-hydroxypropan-2-yl)phenyl)amino)-7-methoxyquinazolin-6-yl)oxy)piperiDin-1-yl)prop-2-en-1-one